4-(2-fluoro-4-sulfamoylphenyl)sulfonylpiperazine-1-carboxylic acid tert-butyl ester C(C)(C)(C)OC(=O)N1CCN(CC1)S(=O)(=O)C1=C(C=C(C=C1)S(N)(=O)=O)F